7-bromospiro[chromane-3,1'-cyclopentane]-2-one BrC1=CC=C2CC3(CCCC3)C(OC2=C1)=O